{3-[3-methyl-1-(oxetan-2-yl)-1H-pyrazol-5-yl]-5-[(3R)-3-methylmorpholin-4-yl]-[1,2]Thiazolo[4,5-b]Pyridin-7-yl}cyclopentane-1-carbonitrile CC1=NN(C(=C1)C1=NSC=2C1=NC(=CC2C2(CCCC2)C#N)N2[C@@H](COCC2)C)C2OCC2